C(#N)C[C@H](C1=CC=CC=C1)C1=CC(=CC(=N1)C(=O)NC)C(=O)N[C@@H]1[C@H](C1)C |o1:3| 6-((R*)-2-cyano-1-phenylethyl)-N2-methyl-N4-((1S,2S)-2-methylcyclopropyl)pyridine-2,4-dicarboxamide